[6-(5-cyclopropyl-4H-1,2,4-triazol-3-yl)-2-azaspiro[3.3]heptan-2-yl]-[2-(2,2-dimethylpropylsulfonyl)-2,6-diazaspiro[3.3]heptan-6-yl]methanone C1(CC1)C=1NC(=NN1)C1CC2(CN(C2)C(=O)N2CC3(CN(C3)S(=O)(=O)CC(C)(C)C)C2)C1